CN(C(=O)C1=C(C=C(NC2=NC=C(C(=N2)N[C@H](CO)C2=CC=CC=C2)C(=O)OCC)C=C1)OC)C Ethyl 2-[4-(dimethylcarbamoyl)-3-methoxy-anilino]-4-[[(1S)-2-hydroxy-1-phenyl-ethyl]amino]pyrimidine-5-carboxylate